[C@@H]1([C@H](O)C=C(C)O1)N1C(=O)N=C(N)C=C1 3',5'-dideoxy-3',4'-didehydro-cytidine